C(C)(C)(C)OOC1(CC(CC(C1)C)(C)C)OOC(C)(C)C bis(tert-butylperoxy)-3,3,5-trimethylcyclohexane